4-amino-1-tert-butoxycarbonyl-piperidine-4-carboxylic acid NC1(CCN(CC1)C(=O)OC(C)(C)C)C(=O)O